C(C)(C)NC(O[C@H]1C[C@H](CC1)C=1NN=C(C1)NC(COC1=C(C(=CC=C1)OCC1=CC=CC=C1)C=O)=O)=O (1R,3S)-3-(5-{2-[3-(benzyloxy)-2-formylphenoxy]acetamido}-2H-pyrazol-3-yl)cyclopentyl N-isopropylcarbamate